NC=1N=C(N=NC1C(=O)N)N1C[C@@H](CCC1)N1C(N(CC1)C)=O amino-3-((R)-3-(3-methyl-2-oxoimidazolidin-1-yl)piperidin-1-yl)-1,2,4-triazin-6-carboxamide